FC1(C[C@H]([C@@H](CC1)NC1=NN2C(C=N1)=C(C(=C2C(C)C)C#N)F)O)F 2-((trans-4,4-difluoro-2-hydroxycyclohexyl)amino)-5-fluoro-7-isopropylpyrrolo[2,1-f][1,2,4]triazine-6-carbonitrile